CN1C(=NC2=C3N=C(C=NC3=CC=C21)C=2C=NN(C2)C)C=2OC=CC2C 3-Methyl-8-(1-methyl-1H-pyrazol-4-yl)-2-(3-methylfuran-2-yl)-3H-imidazo[4,5-f]quinoxaline